(S)-(4-(difluoromethyl)oxazol-5-yl)(4-(5-fluorobenzo[d]oxazol-2-yl)-6,7-dihydro-1H-imidazo[4,5-c]pyridin-5(4H)-yl)methanone FC(C=1N=COC1C(=O)N1[C@@H](C2=C(CC1)NC=N2)C=2OC1=C(N2)C=C(C=C1)F)F